BrC=1C=C2C=CC(=NC2=CC1)C=CC(=O)N 3-(6-bromoquinolin-2-yl)acrylamide